CC1=NOC2=C1C=C(C=C2)C2=NC1=C(N2CCC)C=C(C=C1)N1CCOCC1 methyl-5-(6-morpholino-1-propyl-1H-benzo[d]imidazol-2-yl)benzo[d]isoxazole